CO[C@H]1[C@@H](CCCC1)O trans-2-methoxycyclohexan-1-ol